3-(8-chloronaphthalen-1-yl)-2-ethyl-8-((S)-2-methylpiperazin-1-yl)-6-(((S)-1-methylpyrrolidin-2-yl)methoxy)pyrimido[5,4-d]Pyrimidin-4(3H)-one ClC=1C=CC=C2C=CC=C(C12)N1C(=NC2=C(C1=O)N=C(N=C2N2[C@H](CNCC2)C)OC[C@H]2N(CCC2)C)CC